OC(OCC)C1=CC=C(C2=CC=CC=C12)C1=NC(=NO1)C=1C(=C(C#N)C=CC1)OC(C)C (5-(4-(1,3-Dioxapent-2-yl)naphthalen-1-yl)-1,2,4-oxadiazol-3-yl)-2-isopropoxy-benzonitrile